FC12C(CN(C1)C)N(CC2)C2=C(C=NC=1NC3=C(C=C(C(=C3C12)F)F)NC)C=1C=C2C(C(=CN(C2=NC1)C)C(=O)O)=O 6-[4-(3a-fluoro-5-methyl-3,4,6,6a-tetrahydro-2H-pyrrolo[2,3-c]pyrrol-1-yl)-5,6-difluoro-8-(methylamino)-9H-pyrido[2,3-b]indol-3-yl]-1-methyl-4-oxo-1,8-naphthyridine-3-carboxylic acid